FC1(CCC(C(C1)=O)(OC)OC)F 5,5-difluoro-2,2-dimethoxycyclohexan-1-one